COC=1C=C(C=CC1COC1=C(C=C(C=C1)C)C(F)(F)F)C1C=2C(NC(C1)=O)=NNC2 4-(3-methoxy-4-{[4-methyl-(trifluoromethyl)phenoxy]methyl}phenyl)-2H,4H,5H,6H,7H-pyrazolo[3,4-b]pyridin-6-one